COC=1C=C(C=CC1)S(=O)(=O)N1CCC2(CCC2N2CCOCC2)CC1 4-(7-((3-methoxyphenyl)sulfonyl)-7-azaspiro[3.5]nonan-1-yl)morpholine